(diethylaminomethyl)methyl-diethoxysilane C(C)N(CC)C[Si](OCC)(OCC)C